zirconium oxide tin [Sn+4].[O-2].[Zr+4].[O-2].[O-2].[O-2]